5-chloro-2-[[2-(p-tolyl)-5-(trifluoromethyl)pyrazol-3-yl]methyl]pyrimidine ClC=1C=NC(=NC1)CC=1N(N=C(C1)C(F)(F)F)C1=CC=C(C=C1)C